methyl 4-amino-3-(prop-1-en-2-yl)-1-(4-((4-(trifluoromethyl) pyridin-2-yl) carbamoyl) phenyl)-1H-pyrazole-5-carboxylate NC=1C(=NN(C1C(=O)OC)C1=CC=C(C=C1)C(NC1=NC=CC(=C1)C(F)(F)F)=O)C(=C)C